BrC1=CC=C2C=CC(=C(C2=C1)C1=C(OC(C2=CC=CC=C12)=O)C1=NC=C(C=C1)C1=CC=CC=C1)O 4-(7-bromo-2-hydroxynaphthalen-1-yl)-3-(5-phenylpyridin-2-yl)-1H-isochromen-1-one